8-methyl-8-methoxycarbonyl-tetracyclo[4.4.0.12,5.17,10]dodeca-3-ene CC1(C2C3C4C=CC(C3C(C1)C2)C4)C(=O)OC